C(C)(=O)C1=CC=C2C=C(N(C2=C1)C(=O)OC(C)(C)C)C1=NC2=C(N1C1CC1)C(=CC(=C2)C(=O)OC)OC methyl 2-(6-acetyl-1-(tert-butoxycarbonyl)-1H-indol-2-yl)-1-cyclopropyl-7-methoxy-1H-benzo[d]imidazole-5-carboxylate